2-[3-(6-methyl-2-pyridyl)-1H-pyrazol-4-yl]-7-(5,6,7,8-tetrahydro-[1,2,4]triazolo[4,3-a]pyrazin-3-yl)-1,5-naphthyridine CC1=CC=CC(=N1)C1=NNC=C1C1=NC2=CC(=CN=C2C=C1)C1=NN=C2N1CCNC2